3-(1,3-Benzodioxol-5-yl)-5-(2-bromophenyl)-1H-pyrazole O1COC2=C1C=CC(=C2)C2=NNC(=C2)C2=C(C=CC=C2)Br